O=C([C@@H](C)NC(C([2H])([2H])[2H])=O)N1CCN(CC1)C1=CC(=CC=C1)OC(F)(F)F (R)-N-(1-oxo-1-(4-(3-(trifluoromethoxy)phenyl)piperazin-1-yl)propan-2-yl)acetamide-2,2,2-d3